Octahydropentalene-2,5-diol C1C(CC2CC(CC12)O)O